2-(1-(Cyclopropylmethyl)-7-((5-oxopyrrolidin-3-yl)methoxy)-1H-indol-2-yl)-3-methylpyrazolo[1,5-a]pyridine-6-carboxylic acid C1(CC1)CN1C(=CC2=CC=CC(=C12)OCC1CNC(C1)=O)C1=NN2C(C=CC(=C2)C(=O)O)=C1C